2-t-butyl-9,10-bis(1-naphthyl)anthracene C(C)(C)(C)C1=CC2=C(C3=CC=CC=C3C(=C2C=C1)C1=CC=CC2=CC=CC=C12)C1=CC=CC2=CC=CC=C12